4-bromo-3-chloro-2-methoxyaniline BrC1=C(C(=C(N)C=C1)OC)Cl